2-(2-chlorophenyl)-N-{4-[1-(difluoromethyl)-1H-pyrazol-4-yl]-2-fluoro-5-sulfamoylphenyl}acetamide ClC1=C(C=CC=C1)CC(=O)NC1=C(C=C(C(=C1)S(N)(=O)=O)C=1C=NN(C1)C(F)F)F